argon 2,5-dioxopyrrolidin-1-yl N-(tert-butoxycarbonyl)-S-trityl-L-cysteinate C(C)(C)(C)OC(=O)N[C@@H](CSC(C1=CC=CC=C1)(C1=CC=CC=C1)C1=CC=CC=C1)C(=O)ON1C(CCC1=O)=O.[Ar]